CN1N=C2C(=C1)NC(N2C=2C=NC(=NC2)OC2=CC=CC1=C2C2(CC2)CO1)=O 2-methyl-6-(2-spiro[2H-benzofuran-3,1'-cyclopropane]-4-yloxypyrimidin-5-yl)-4H-imidazo[4,5-c]pyrazol-5-one